(2R,4R)-tert-Butyl 2-(3-fluorophenyl)-4-hydroxypyrrolidine-1-carboxylate FC=1C=C(C=CC1)[C@@H]1N(C[C@@H](C1)O)C(=O)OC(C)(C)C